3-(4-chlorophenyl)azetidine-1-carboxylate ClC1=CC=C(C=C1)C1CN(C1)C(=O)[O-]